1-(Cyclopropylmethyl)-N-hydroxy-2-oxo-N-(4-((4-(4-(trifluoromethyl)piperidin-1-yl)phenyl)amino)benzyl)piperidine-4-carboxamide C1(CC1)CN1C(CC(CC1)C(=O)N(CC1=CC=C(C=C1)NC1=CC=C(C=C1)N1CCC(CC1)C(F)(F)F)O)=O